P(ON)([O-])(=O)N amino phosphoramidate